3-(3-(difluoromethyl)phenyl)prop-2-yn-1-yl methanesulfonate CS(=O)(=O)OCC#CC1=CC(=CC=C1)C(F)F